FC1=NN(C=C1)C fluoro-1-methyl-1H-pyrazol